[N+](=O)([O-])C1=NN(C=C1)C(C(=O)O)C 2-(3-nitropyrazol-1-yl)propanoic acid